N1=CN=C2NC=NC2=C1C=1C(=NC=CC1)NC=1C=CC(=C(C1)NC(C1=C(C(=CC(=C1)OC)C(C)(C)C#N)Br)=O)F N-(5-(3-(9H-purin-6-yl)pyridin-2-ylamino)-2-fluorophenyl)-2-bromo-3-(2-cyanopropan-2-yl)-5-methoxybenzamid